C(C1=CC=CC=C1)C1C(N[C@H](C(NC2C(N(C(C(C/C=C/CCCC1)C2)=O)C)O)=O)CC(C)C)=O (4S,E)-7-benzyl-18-hydroxy-4-isobutyl-17-methyl-2,5,17-triazabicyclo[13.3.1]nonadec-12-ene-3,6,16-trione